ClC=1C(=NC(=NC1)NC1=C(C=C(C=C1)N1CCC(CC1)NC(CCCCCCOC1=C2CN(C(C2=CC=C1)=O)C1C(NC(CC1)=O)=O)=O)OC)NC1=C(C=CC=C1)P(=O)(C)C N-(1-(4-((5-chloro-4-((2-(dimethylphosphoryl)phenyl)amino)pyrimidin-2-yl)amino)-3-methoxyphenyl)piperidin-4-yl)-7-((2-(2,6-dioxopiperidin-3-yl)-1-oxoisoindolin-4-yl)oxy)heptanamide